C1(CC1)C#C[C@@]1(NC(NC2=CC(=C(C=C12)F)CN1N=CN=C1C(=O)N)=O)C(F)(F)F (S)-1-((4-(cyclopropylethynyl)-6-fluoro-2-oxo-4-(trifluoromethyl)-1,2,3,4-tetrahydroquinazolin-7-yl)methyl)-1H-1,2,4-triazole-5-carboxamide